FC1=C(C(=C(C=2SC3=CC=CC=C3[SH+]C12)F)F)F.CC=1C=C2C(CCOC2=CC1)=O 6-methyl-4-chromanone tetrafluorothianthrenium salt